N-(2-(2,4-dioxotetrahydropyrimidin-1(2H)-yl)ethyl)-3-methoxybenzamide O=C1N(CCC(N1)=O)CCNC(C1=CC(=CC=C1)OC)=O